(4-oxo-1,6-dihydropyrimidine-2-yl)-1H-indole-3-carbonitrile O=C1N=C(NCC1)N1C=C(C2=CC=CC=C12)C#N